CS(=O)(=O)OCCCN1CCC(CC1)C1=CC=C2C(C=3N(C=4C=CC=C(C4C(N3)=O)Cl)C2=C1)(C)C 3-(4-(4-chloro-7,7-dimethyl-5-oxo-5,7-dihydroindolo[1,2-a]quinazolin-10-yl)piperidin-1-yl)propyl methanesulfonate